2'-(2-Chloro-5-fluoropyrimidin-4-yl)-3'-ethyl-5'-methyl-2,3,5,6-tetrahydrospiro[pyran-4,6'-thieno[2,3-c]pyrrol]-4'(5'H)-one ClC1=NC=C(C(=N1)C1=C(C2=C(C3(N(C2=O)C)CCOCC3)S1)CC)F